C(C)(C)(C)OC(=O)N1CC(C(CC1)NCC1=CC=CC=C1)F.C(C1=CC=CC=C1)OC1=C(C=C(C=N1)CC1=NC(=NC=C1)C=1C=NN(C1)C)OC 4-[(6-benzyloxy-5-methoxy-3-pyridyl)methyl]-2-(1-methylpyrazol-4-yl)pyrimidine tert-butyl-4-(benzylamino)-3-fluoropiperidine-1-carboxylate